6-bromo-4-(1-(2,2-difluoroethyl)-3-phenyl-1H-pyrazol-4-yl)-7-ethoxyquinazoline BrC=1C=C2C(=NC=NC2=CC1OCC)C=1C(=NN(C1)CC(F)F)C1=CC=CC=C1